(2-(benzyloxy)phenyl)(4-fluorophenyl)methanol C(C1=CC=CC=C1)OC1=C(C=CC=C1)C(O)C1=CC=C(C=C1)F